FC(C[C@@]1([C@H](O)[C@H](O)[C@@H](CO)O1)C1=CNC(=O)NC1=O)(C(F)(F)F)F (2,2,3,3,3-Pentafluoropropyl)pseudouridine